C(CC)(=O)O.NC(=N)N monoguanidine propionate